3-((Boc)amino)-4-(1-(4-((5-chloro-3-fluoropyridin-2-yl)oxy)phenyl)-1H-1,2,3-triazol-4-yl)butanoic acid ethyl ester C(C)OC(CC(CC=1N=NN(C1)C1=CC=C(C=C1)OC1=NC=C(C=C1F)Cl)NC(=O)OC(C)(C)C)=O